NC1=C2NC(N(C2=NC(=N1)P(=O)(C)C)CC=1C=NC(=CC1)N1CC(NCC1)(C)C)=O 6-amino-2-dimethylphosphoryl-9-[[6-(3,3-dimethylpiperazin-1-yl)-3-pyridyl]methyl]-7H-purin-8-one